C1(CC1)S(=O)(=O)C1=CC2=C(N=C(N=C2N[C@H](C)C=2C(=C(C=CC2)C(C(C)(O)C)(F)F)F)C)C(=N1)C 1-{3-[(1R)-1-{[6-(cyclopropanesulfonyl)-2,8-dimethylpyrido[3,4-d]pyrimidin-4-yl]amino}ethyl]-2-fluorophenyl}-1,1-difluoro-2-methylpropan-2-ol